N-{4-[(7S)-3-anilino-7-(cyclopropylmethyl)-5-methyl-4-oxo-4,5,6,7-tetrahydro-1H-pyrrolo[3,2-c]pyridin-2-yl]pyridin-2-yl}-2-(4-fluorophenyl)acetamide N(C1=CC=CC=C1)C1=C(NC2=C1C(N(C[C@@H]2CC2CC2)C)=O)C2=CC(=NC=C2)NC(CC2=CC=C(C=C2)F)=O